5-(3-(1-(8-oxabicyclo[3.2.1]octan-3-yl)-1H-pyrazol-4-yl)-2-fluoro-6-hydroxyphenyl)-1,2,5-thiadiazolidin-3-one 1,1-dioxide C12CC(CC(CC1)O2)N2N=CC(=C2)C=2C(=C(C(=CC2)O)N2CC(NS2(=O)=O)=O)F